(S)-2-amino-3-((S)-6-fluoro-3-oxo-3,4-dihydro-2H-benzo[b][1,4]oxazin-2-yl)propanamide N[C@H](C(=O)N)C[C@H]1C(NC2=C(O1)C=CC(=C2)F)=O